CC1=CC=C(CN2N=C3N([C@H](CCC3)C(=O)N3[C@@H](CCC3)C#N)C2=O)C=C1 |&1:10| (2S)-1-{[(5RS)-2-(4-Methylbenzyl)-3-oxo-2,3,5,6,7,8-hexahydro[1,2,4]triazolo[4,3-a]pyridin-5-yl]carbonyl}pyrrolidine-2-carbonitrile